C(#N)C=CC(=O)O β-cyanoacrylic acid